N4-ethyl-N2,N2,N6,N6-tetrakis(2-methoxyethyl)-8-(4-methoxypiperidin-1-yl)pyrimido[5,4-d]pyrimidine-2,4,6-triamine C(C)NC=1C2=C(N=C(N1)N(CCOC)CCOC)C(=NC(=N2)N(CCOC)CCOC)N2CCC(CC2)OC